(1R,2S,5S)-N-[cyano(phthalazin-1-yl)methyl]-3-[(2S)-3-cyclopropyl-2-[[(3S)-tetrahydrofuran-3-carbonyl]amino]propanoyl]-6,6-dimethyl-3-azabicyclo[3.1.0]hexane-2-carboxamide C(#N)C(NC(=O)[C@@H]1[C@H]2C([C@H]2CN1C([C@H](CC1CC1)NC(=O)[C@@H]1COCC1)=O)(C)C)C1=NN=CC2=CC=CC=C12